NC=1N=NC(=CC1C#CC12CC(C1)(C2)C(=O)O)C2=C(C=CC=C2)O 3-[2-[3-amino-6-(2-hydroxyphenyl)pyridazin-4-yl]ethynyl]bicyclo[1.1.1]pentane-1-carboxylic acid